NC[C@@]1(OC2=C(C1)C(=C(C(=C2)F)Cl)C=2C(=CC1=C(C2F)OCC2=NN(C=C21)C)C(=O)N)C2=CC=CC=C2 (S)-7-((S)-2-(Aminomethyl)-5-chloro-6-fluoro-2-phenyl-2,3-dihydrobenzofuran-4-yl)-6-fluoro-2-methyl-2,4-dihydrochromeno[3,4-c]pyrazole-8-carboxamide